2-methyl-5,8-dihydro-1,4-naphthalenediol CC1=C(C=2CC=CCC2C(=C1)O)O